1-((3-(isoquinolin-4-yl)-2,4-dioxo-6-(trifluoromethyl)-3,4-dihydroquinazolin-1(2H)-yl)methyl)cyclopropane-1-carboxylate C1=NC=C(C2=CC=CC=C12)N1C(N(C2=CC=C(C=C2C1=O)C(F)(F)F)CC1(CC1)C(=O)[O-])=O